2-(3-chlorophenyl)-1-fluorocyclopropane-1-carboxamide ClC=1C=C(C=CC1)C1C(C1)(C(=O)N)F